CC12CC(N(C2C1)C(CN1C(C2=CC=C(C=C2CC1)OC1=CC=CC=C1)=O)=O)C(=O)N 5-methyl-2-[2-(1-oxo-6-phenoxy-3,4-dihydroisoquinolin-2-yl)acetyl]-2-azabicyclo[3.1.0]hexane-3-carboxamide